2',4',6'-tri-isopropyl-1,1'-biphenyl C(C)(C)C1=C(C(=CC(=C1)C(C)C)C(C)C)C1=CC=CC=C1